9-(acetoxy(pyridin-4-yl)methyl)-3-azaspiro[5.5]undecane-3-carboxylic acid tert-butyl ester C(C)(C)(C)OC(=O)N1CCC2(CC1)CCC(CC2)C(C2=CC=NC=C2)OC(C)=O